3-(azidomethyl)-6-(trifluoromethyl)-1-(4-(trifluoromethyl)phenyl)-1,2,3,4-tetrahydroimidazo[1,5-a]pyrimidine N(=[N+]=[N-])CC1CN(C=2N(C1)C(=NC2)C(F)(F)F)C2=CC=C(C=C2)C(F)(F)F